OC1=CC=C2C(C(COC2=C1OC)C1=C(C=C(C=C1)OC)OC)=O 7-hydroxy-2',4',8-trimethoxyisoflavanone